methylSulfanilic acid CC1=C(S(=O)(=O)O)C=CC(=C1)N